NC1=CC(=C2CN(C(C2=C1)=O)CC(C(=O)N)=C)C=1C=C2C(=NNC2=CC1)C 2-{[6-amino-4-(3-methyl-1H-indazol-5-yl)-1-oxo-2,3-dihydro-1H-isoindol-2-yl]methyl}prop-2-enamide